(S)-quinuclidin-3-yl (7-(3,4-dichlorophenyl)-3,3-dimethylchroman-4-yl)carbamate ClC=1C=C(C=CC1Cl)C1=CC=C2C(C(COC2=C1)(C)C)NC(O[C@@H]1CN2CCC1CC2)=O